CC(C)CCC[C@@H](C)[C@H]1C[C@@H]([C@H]2[C@@H]3CC[C@H]4C[C@H](CC[C@]4(C)[C@H]3CC[C@]12C)O)O 5α-cholestane-3β,15α-diol